C(C)(C)(C)C=1C(=C(C(=CC1CCN1C(C2=CC(=CC=C2CC1)Cl)=O)[N+](=O)[O-])C(=O)OC(=O)OC(C)(C)C)F (Tert-Butoxycarbonyl) (tert-butyl 4-(2-(7-chloro-1-oxo-3,4-dihydroisoquinolin-2(1H)-yl) ethyl)-2-fluoro-6-nitrophenyl)carboxylate